C(C)C1=NC(=NO1)C=1C=C2CC[C@H](C2=CC1)NC(=O)C=1C=NN(C1C)CCCOC (R)-N-(5-(5-ethyl-1,2,4-oxadiazol-3-yl)-2,3-dihydro-1H-inden-1-yl)-1-(3-methoxypropyl)-5-methyl-1H-pyrazole-4-carboxamide